FC1=CC=C(CN2C3CN(CC2C3)C3=CC=C(C=N3)C3=NC(=CC(=N3)NC3=NNC(=C3)C)C)C=C1 2-(6-(6-(4-Fluorobenzyl)-3,6-diazabicyclo[3.1.1]heptan-3-yl)pyridin-3-yl)-6-methyl-N-(5-methyl-1H-pyrazol-3-yl)pyrimidin-4-amine